Cl.N[C@@]1(C(N(CC1)C)=O)CC#C (S)-3-amino-1-methyl-3-(prop-2-yn-1-yl)pyrrolidin-2-one hydrochloride salt